tert-butyl (3R,5S)-4-(2-((5-(2,6-dioxopiperidin-3-yl)pyridin-2-yl)amino)-2-oxoethyl)-3,5-dimethylpiperazine-1-carboxylate O=C1NC(CCC1C=1C=CC(=NC1)NC(CN1[C@@H](CN(C[C@@H]1C)C(=O)OC(C)(C)C)C)=O)=O